C(C)OC1=CC=C(C=C1)/C=C/C(=O)N1CCN(CC1)C(CC1=C(NC2=CC=CC=C12)C1=CC=C(C=C1)F)=O (E)-3-(4-ethoxyphenyl)-1-(4-(2-(2-(4-fluorophenyl)-1H-indol-3-yl)acetyl)piperazin-1-yl)prop-2-en-1-one